5-[4-(cyclopentyloxy)-2-hydroxybenzoyl]-2-[(3-hydroxy-1,2-benzisoxazol-6-yl) methoxy phenyl]propanoate C1(CCCC1)OC1=CC(=C(C(=O)C=2C=CC(=C(C2)C(C(=O)[O-])C)OCC2=CC3=C(C(=NO3)O)C=C2)C=C1)O